[As](=O)O[As]=O diarsorosooxidane